4,8-dimethoxy-9H-furo[2,3-b]quinolin-7-one COC=1C2=C(NC3=C(C(C=CC13)=O)OC)OC=C2